N-(trans-3-(2-(4-(2,3-dichlorophenyl)piperazin-1-yl)ethyl)cyclobutyl)-4-methylisothiazole-5-carboxamide ClC1=C(C=CC=C1Cl)N1CCN(CC1)CC[C@@H]1C[C@H](C1)NC(=O)C1=C(C=NS1)C